ClC1=C(C=CC(=C1)OCC)B(O)O 2-CHLORO-4-ETHOXYPHENYLBORONIC ACID